propyl(methyl)dichlorosilane C(CC)[Si](Cl)(Cl)C